IC1=CC=C(C(=O)NC=2C=C(C(=O)NCC3=C(C=CC=C3)CN(CC)CC)C=CC2)C=C1 3-(4-iodobenzamido)-N-(2-((diethylamino)methyl)benzyl)benzamide